C(CCC)NCC=1C=CC=2N(C1)C=C(N2)CNC(=O)C=2N=C1N(C(C2)=O)C=CC=C1 N-[[6-(butylaminomethyl)imidazo[1,2-a]pyridin-2-yl]methyl]-4-oxo-pyrido[1,2-a]pyrimidine-2-carboxamide